meta-hydroxybenzoic acid-triethylamine salt C(C)N(CC)CC.OC=1C=C(C(=O)O)C=CC1